N-(4-(dibenzofuran-2-yl)phenyl)naphthalene-2-amine C1=C(C=CC=2OC3=C(C21)C=CC=C3)C3=CC=C(C=C3)NC3=CC2=CC=CC=C2C=C3